4-(2-ethoxycarbonyl-acetyl)-piperidine-1-carboxylic acid tert-butyl ester C(C)(C)(C)OC(=O)N1CCC(CC1)C(CC(=O)OCC)=O